4-amino-2-[4-(tert-butylsulfonamido)phenyl]-N-methylthieno[3,2-c]pyridine-7-carboxamide NC1=NC=C(C2=C1C=C(S2)C2=CC=C(C=C2)NS(=O)(=O)C(C)(C)C)C(=O)NC